CN1C[C@@H](CCC1)NC(=N)NC1=NC2=CC=CC=C2C(=N1)C |r| racemic-1-(1-methylpiperidin-3-yl)-3-(4-methylquinazolin-2-yl)guanidine